FC1=C2C(=CN=C1N1CCC(CC1)N(C)C)NC(=C2C(C)C)C=2C=C(C=1N(C2)N=CN1)C 1-(4-fluoro-3-isopropyl-2-(8-methyl-[1,2,4]triazolo[1,5-a]pyridin-6-yl)-1H-pyrrolo[2,3-c]pyridin-5-yl)-N,N-dimethylpiperidin-4-amine